(Z)-4-cyclopentadecene-1-one C1(CC\C=C/CCCCCCCCCC1)=O